(methacryloxypropyl)dimethylmethoxysilane C(C(=C)C)(=O)OCCC[Si](OC)(C)C